tert-butyl (5-((4-fluoro-2-nitrophenyl)amino)pentyl)carbamate FC1=CC(=C(C=C1)NCCCCCNC(OC(C)(C)C)=O)[N+](=O)[O-]